C1(CC1)C1=CN=CC(=N1)C=1N=C2C(=NC1)C=NC(=C2)CNC(=O)C=2C=C1[C@](COCC1=CC2)(C)F (S)-N-((2-(6-cyclopropylpyrazin-2-yl)pyrido[3,4-b]Pyrazin-7-yl)methyl)-4-fluoro-4-methylisochroman-6-carboxamide